FC1=C(C=CC=C1)C#CC1=CC=C(C(=O)NC[C@H]2OCCC2)C=C1 (S)-4-((2-fluorophenyl)ethynyl)-N-((tetrahydrofuran-2-yl)methyl)benzamide